COC1=CC=C(C=C1)CCNC [2-(4-methoxyphenyl)-ethyl]-methylamine